OC1(CCC1)CNC(C)=O N-((1-hydroxycyclobutyl)methyl)acetamide